ethyl 4-((3,3-difluorocyclopentyl)amino)-2-(methylthio)pyrimidine-5-carboxylate FC1(CC(CC1)NC1=NC(=NC=C1C(=O)OCC)SC)F